FC1(CCN(CC1)C1=NC2=CC(=C(C=C2C(=N1)NC1=NNC(=C1C)C)OC)OCCCN1CCCC1)F 2-(4,4-difluoropiperidin-1-yl)-N-(4,5-dimethyl-1H-pyrazol-3-yl)-6-methoxy-7-(3-(pyrrolidin-1-yl)propoxy)quinazolin-4-amine